C(C(=C)C)(=O)O.C(C(=C)C)(=O)O.O1CC1 oxirane dimethacrylate